(S)-N-(3-chlorophenyl)-N-methyl-3-(6-methyl-4-(trifluoromethyl)pyridin-2-yl)-2-oxooxazolidine-4-carboxamide ClC=1C=C(C=CC1)N(C(=O)[C@H]1N(C(OC1)=O)C1=NC(=CC(=C1)C(F)(F)F)C)C